BrC1=CC2=CN(N=C2C=C1OC)[C@H]1[C@@H](CC2(CN(C2)C(=O)OC(C)(C)C)CC1)C |r| rac-tert-Butyl (6R,7R)-7-(5-bromo-6-methoxy-2H-indazol-2-yl)-6-methyl-2-azaspiro[3.5]nonane-2-carboxylate